CCCCCCCCCCCCCCCC(=O)OC[C@H](COP(=O)(O)OC[C@H](CO)O)OC(=O)CCCCCCC/C=C\CCCCCC 1-hexadecanoyl-2-(9Z-hexadecenoyl)-glycero-3-phospho-(1'-sn-glycerol)